C(C)(C)(C)C1=C(C=C(C=N1)C=1C=C2SC[C@@H](CN2C(C1C#N)=O)C)F (R)-8-(6-(tert-butyl)-5-fluoropyridin-3-yl)-3-methyl-6-oxo-3,4-dihydro-2H,6H-pyrido[2,1-b][1,3]thiazine-7-carbonitrile